C(C(=O)[O-])(=O)[O-].C(C(=O)[O-])(=O)[O-].[Si+4] silicon bisoxalate